(E)-4-phenyl-2,2-difluoro-3-pentenoic acid ethyl ester C(C)OC(C(\C=C(/C)\C1=CC=CC=C1)(F)F)=O